1,3,5-tri(6-isocyanatohexyl)-1,3,5-triazinane-2,4,6-trione N(=C=O)CCCCCCN1C(N(C(N(C1=O)CCCCCCN=C=O)=O)CCCCCCN=C=O)=O